O=C1NC(CCC1N1C(C2=CC=CC(=C2C1=O)NCC1=CC=C(C=C1)CN1C[C@@H]2[C@H](C1)CC(C2)C2=CC=C(C=C2)F)=O)=O 2-(2,6-dioxopiperidin-3-yl)-4-(4-(((3aR,5r,6aS)-5-(4-fluorophenyl)hexahydrocyclopenta[c]pyrrol-2(1H)-yl)methyl)benzylamino)isoindoline-1,3-dione